[O-]P([O-])(=O)OP(=O)([O-])O.[Na+].[Mn+2].P(O)(O)(O)=O phosphoric acid manganese sodium pyrophosphate